ClC=1C=C(C=CC1)C(C(=O)N1[C@H]2CC([C@@H]([C@@H]1C(=O)N[C@H](C[C@@H]1C(NCC1)=O)C(CF)=O)CC2)(F)F)(F)F (1R,3R,4R)-2-(2-(3-chlorophenyl)-2,2-difluoroacetyl)-5,5-difluoro-N-((R)-4-fluoro-3-oxo-1-((R)-2-oxopyrrolidin-3-yl)butan-2-yl)-2-azabicyclo[2.2.2]octane-3-carboxamide